C12COCC(CC1)N2CC=2C=C(C=C(C2C)Cl)NC(OC2=CC=CC=C2)=O phenyl (3-(3-oxa-8-azabicyclo[3.2.1]octan-8-ylmethyl)-5-chloro-4-methylphenyl)carbamate